(S)-2,2-dimethyl-4-((4-((e)-4-(((R)-oxiran-2-yl)methoxy)styryl)phenoxy)methyl)-1,3-dioxolane CC1(OC[C@@H](O1)COC1=CC=C(C=C1)\C=C\C1=CC=C(C=C1)OC[C@@H]1OC1)C